2-(4-(trifluoromethyl)phenyl)isonicotinic acid FC(C1=CC=C(C=C1)C=1C=C(C(=O)O)C=CN1)(F)F